tert-butyl 2-azaspiro[3.3]heptan-6-ylcarbamate C1NCC12CC(C2)NC(OC(C)(C)C)=O